trans-1,2-Diaminocyclohexan N[C@H]1[C@@H](CCCC1)N